C(C)(C)(C)OC(=O)N1C[C@H](CC1)NC(=O)C1=CN=C2N1N=C(C=C2)N2[C@H](C[C@@H](C2)F)C2=CC(=CC(=C2)SC)F (3S)-3-{6-[(2R,4S)-4-fluoro-2-[3-fluoro-5-(methylsulfanyl)phenyl]pyrrolidin-1-yl]imidazo[1,2-b]pyridazine-3-amido}pyrrolidine-1-carboxylic acid tert-butyl ester